ClC=1C(=CC=C2C(=C(C(=NC12)C1=CC(=CC=C1)C(F)(F)F)CN1CCC(CC1)N1CCOCC1)C(=O)NC1(CC1)C1=CC=CC=C1)OCC 8-chloro-7-(ethoxy)-3-{[4-(4-morpholinyl)-1-piperidinyl]methyl}-N-(1-phenylcyclopropyl)-2-[3-(trifluoromethyl)phenyl]-4-quinolinecarboxamide